8-methoxy-7-[(3S)-oxolan-3-yloxy]-N-[(1R)-1-[3-(trifluoromethyl)phenyl]ethyl]pyrazolo[1,5-a]quinazolin-5-amine COC1=C(C=C2C(=NC=3N(C2=C1)N=CC3)N[C@H](C)C3=CC(=CC=C3)C(F)(F)F)O[C@@H]3COCC3